(4-((3-ethyl-2-oxo-1,2,3,4-tetrahydroquinazolin-7-yl)methyl)piperazin-1-yl)-N,6-dimethylpyridinecarboxamide C(C)N1C(NC2=CC(=CC=C2C1)CN1CCN(CC1)C=1C(=NC(=CC1)C)C(=O)NC)=O